6-chloro-3-({4-methyl-2,6,7-trioxabicyclo[2.2.2]octan-1-yl}methoxy)pyridazin-4-amine ClC1=CC(=C(N=N1)OCC12OCC(CO1)(CO2)C)N